ClC=1C=C(C=C(C1)C#N)C(C)(C)C1=CC=C(OCC2=NC(=NC=C2)N2CCC3(CN(C3)C3CN(C3)C3CN(C3)C(=O)OC(C)(C)C)CC2)C=C1 tert-butyl 3-(7-(4-((4-(2-(3-chloro-5-cyanophenyl)propan-2-yl)phenoxy)methyl)pyrimidin-2-yl)-2,7-diazaspiro[3.5]nonan-2-yl)-[1,3'-biazetidine]-1'-carboxylate